2-(2'-amino-2-((5-chloropyridin-2-yl)amino)-[4,5'-bithiazol]-4'-yl)ethan-1-ol NC=1SC(=C(N1)CCO)C=1N=C(SC1)NC1=NC=C(C=C1)Cl